ClC1=NC(=CC(=C1)C1=C(N=C(S1)NC(=O)N1[C@H](CCC1)C(C)(C)O)C1=CC(=CC=C1)C#N)C (2R)-N-[5-(2-chloro-6-methyl-4-pyridyl)-4-(3-cyanophenyl)thiazol-2-yl]-2-(1-hydroxy-1-methylethyl)pyrrolidine-1-carboxamide